C1(CC1)N1N=C(C=C1)CC(C(=O)OC(C)(C)C)N=C(C1=CC=CC=C1)C1=CC=CC=C1 tert-butyl 3-(1-cyclopropyl-1H-pyrazol-3-yl)-2-((diphenylmethylene)amino)propanoate